N1(C=NC=C1)C1=CC=C(C=C1)N(CCCCCCOCC(=O)O)C1=C(C=CC(=C1)C=1C(=NOC1C)C)C 2-((6-((4-(1H-imidazol-1-yl)phenyl)(5-(3,5-Dimethylisoxazol-4-yl)-2-methylphenyl)amino)n-hexyl)oxy)acetic acid